glycerol tri-ricinoleate C(CCCCCCC\C=C/C[C@H](O)CCCCCC)(=O)OCC(OC(CCCCCCC\C=C/C[C@H](O)CCCCCC)=O)COC(CCCCCCC\C=C/C[C@H](O)CCCCCC)=O